N-(2-hydroxy-3-(piperidin-1-yl)propoxy)pyridazine tert-Butyl-4-(5-(4,4,5,5-tetramethyl-1,3,2-dioxaborolan-2-yl)-7-tosyl-7H-pyrrolo[2,3-d]pyrimidin-4-yl)piperazine-1-carboxylate C(C)(C)(C)OC(=O)N1CCN(CC1)C=1C2=C(N=CN1)N(C=C2B2OC(C(O2)(C)C)(C)C)S(=O)(=O)C2=CC=C(C)C=C2.OC(CON2NC=CC=C2)CN2CCCCC2